6-chloro-3-[1-[2-(3,3-difluoropyrrolidin-1-yl)-3,6-dimethyl-4-oxoquinazolin-8-yl]ethylamino]pyridine-2-carboxylic acid ClC1=CC=C(C(=N1)C(=O)O)NC(C)C=1C=C(C=C2C(N(C(=NC12)N1CC(CC1)(F)F)C)=O)C